BrCCOC=1C=C2C(=NC1)N(C(O2)=O)C2CC(C2)(C)O 6-(2-bromoethoxy)-3-[(cis)-3-hydroxy-3-methylcyclobutyl]-2H,3H-[1,3]oxazolo[4,5-b]pyridin-2-one